C(CCCCCCC\C=C/CCCCCCCCCC)(=O)OCC(O)CO glyceryl gadoleate